1-(3-O-Phosphono-Beta-L-Arabinofuranosyl)Pyrimidine P(=O)(O)(O)O[C@@H]1[C@H]([C@H](O[C@H]1CO)N1CN=CC=C1)O